C1CCC(C1)N(CC2=CC=C(C=C2)Cl)C(=O)NC3=CC=CC=C3 The molecule is a member of the class of phenylureas that is urea which is substituted by p-chlorobenzyl and cyclopentyl groups at position 1 and a phenyl group at position 3. A fungicide used to control diseases caused by Rhizoctonia solani and Pellicularia spp. It is not highly toxic to mammals but is moderately toxic to birds, most aquatic organisms, honeybees and earthworms. It has a role as an antifungal agrochemical. It is a member of monochlorobenzenes and a member of phenylureas. It derives from an aniline.